1,7-dichloro-4-methylpyrido[3,4-d]pyridazine ClC1=C2C(=C(N=N1)C)C=NC(=C2)Cl